(R)-1-(5-Fluoropyridin-3-yl)-2-((((1r,4R)-4-methoxycyclohexyl)-methyl)amino)ethan-1-ol FC=1C=C(C=NC1)[C@H](CNCC1CCC(CC1)OC)O